(S)-2-((2-(2,4-dimethoxybenzyl)-4-fluoro-3,3-dimethyl-1-oxoisoindolin-5-yl)amino)-4-((2-hydroxy-1-phenylethyl)amino)pyrimidine-5-carbohydrazide COC1=C(CN2C(C3=CC=C(C(=C3C2(C)C)F)NC2=NC=C(C(=N2)N[C@H](CO)C2=CC=CC=C2)C(=O)NN)=O)C=CC(=C1)OC